2,2',3,5,6-pentafluoro-4'-methoxy-5'-nitro-4-(trifluoromethyl)-1,1'-biphenyl FC1=C(C(=C(C(=C1F)C(F)(F)F)F)F)C1=C(C=C(C(=C1)[N+](=O)[O-])OC)F